phenyl hydrogen α-hydroxyiminobenzylphosphonate ON=C(C1=CC=CC=C1)P(OC1=CC=CC=C1)(O)=O